[N+](=O)([O-])C1=C(C=CC=C1)COCC1CO1 2-[[(2-nitrophenyl)methoxy]methyl] ethylene oxide